1-(2-chlorophenyl)-4-(3-fluoroazetidin-1-yl)-7-(trifluoromethyl)pyrido[2,3-d]pyrimidin-2(1H)-one ClC1=C(C=CC=C1)N1C(N=C(C2=C1N=C(C=C2)C(F)(F)F)N2CC(C2)F)=O